2,5-dimethyl-2,5-Hexanedicarbonitrile CC(C)(CCC(C)(C#N)C)C#N